BrC=1C=CC2=C(N=C(S2)N(CCC2=CC=C(C=C2)OC)CC2=CC=C(C=C2)C#CC(=O)O)C1 3-(4-(((5-bromobenzo[d]thiazol-2-yl)(4-methoxyphenethyl)amino)-methyl)phenyl)propiolic acid